6-chloro-7-fluoro-2-(3-fluoro-1H-1,2,4-triazol-5-yl)-3-(1H-imidazol-1-yl)-5-methoxy-1H-indole ClC1=C(C=C2C(=C(NC2=C1F)C1=NC(=NN1)F)N1C=NC=C1)OC